4-((3-cyano-6-methyl-5,6-dihydrobenzo[h][1,6]naphthyridin-7-yl)amino)-6-(cyclopropanecarboxamido)-N-(methyl-d3)nicotinamide C(#N)C=1C=NC=2C3=C(N(CC2C1)C)C(=CC=C3)NC3=CC(=NC=C3C(=O)NC([2H])([2H])[2H])NC(=O)C3CC3